COC=1C=C(C=CC1C(NC=1OC(=NN1)C=1SC=CC1)=O)N1CC(CCC1)C(=O)O 1-(3-methoxy-4-((5-(thiophen-2-yl)-1,3,4-oxadiazol-2-yl)carbamoyl)phenyl)piperidine-3-Carboxylic acid